3-methacryloxypropyltriethoxysilaneoxysilane C(C(=C)C)(=O)OCCC[SiH2]O[Si](OCC)(OCC)OCC